trifluoro-6-(2,3,4,6-tetrafluoro-5-(2-hydroxyethyl)phenyl)-2H-benzo[b][1,4]oxazin-3(4H)-one FC1=C(C(=C(C2=C1OCC(N2)=O)F)C2=C(C(=C(C(=C2F)CCO)F)F)F)F